O=S1(CCCCC1)=NC(C1=CC=C(C=C1)CC1=NOC(=N1)C(F)(F)F)=O N-(1-oxidotetrahydro-2H-1λ6-thiopyran-1-ylidene)-4-((5-(trifluoromethyl)-1,2,4-oxadiazol-3-yl)methyl)benzamide